propoxybutyl isocyanate C(CC)OCCCCN=C=O